5-(trans-4-(((4-(2-Cyclopropylthiazol-5-yl)pyridin-2-yl)amino)methyl)cyclohexyl)-2-methoxybenzonitrile C1(CC1)C=1SC(=CN1)C1=CC(=NC=C1)NC[C@@H]1CC[C@H](CC1)C=1C=CC(=C(C#N)C1)OC